C(C1=CC=CC=C1)OC=1C(=NC=C(C1C)C=1C=NN(C1)C1=NC=CC=C1)C(=O)O 3-(benzyloxy)-4-methyl-5-(1-(pyridin-2-yl)-1H-pyrazol-4-yl)picolinic acid